1,3,3-trimethylbicyclo[2.2.1]heptan-2-yl-2-mercaptoacetate CC12C(C(C(CC1)C2)(C)C)C(C(=O)[O-])S